ClC1=C(OC[C@@H](CC(=O)O)C)C=CC=C1C=1N(C2=NC=NC(=C2N1)OC1(CC1)C)CC1=C(C=CC(=C1)Cl)OC (R)-4-(2-chloro-3-(9-(5-chloro-2-methoxybenzyl)-6-(1-methylcyclopropoxy)-9H-purin-8-yl)phenoxy)-3-methylbutanoic acid